2,3-diisocyanato-2,3-dimethyl-butane N(=C=O)C(C)(C(C)(C)N=C=O)C